GUANIDINE TETRAFLUOROBORATE F[B-](F)(F)F.NC(=N)N